SC1CC(C1)NC1CCC(CC1)N(C(=N)NCC1=CC=C(C=C1)[N+](=O)[O-])CC1=CC=C(C=C1)[N+](=O)[O-] 1-((1R,4R)-4-(((1S,3S)-3-mercaptocyclobutyl)amino)cyclohexyl)-1,3-bis(4-nitrobenzyl)guanidine